α-hydroxydodecylphosphonic acid OC(CCCCCCCCCCC)P(O)(O)=O